ClC1=C(C=CC=C1)C1=NC(=NC2=CC=CC=C12)C(=O)N(C)[C@H](C)CC([2H])F 4-(2-chlorophenyl)-N-((2R)-4-fluorobut-2-yl-4-d)-N-methylquinazoline-2-carboxamide